2-(4-aminobenzamido)-6-(5-((3aS,6aR)-2-oxohexahydro-1H-thieno[3,4-d]imidazol-4-yl)pentanamido)hexanoic acid 2,2,2-trifluoroacetate FC(C(=O)O)(F)F.NC1=CC=C(C(=O)NC(C(=O)O)CCCCNC(CCCCC2SC[C@@H]3NC(N[C@@H]32)=O)=O)C=C1